C(C)(=O)OC[C@]1(O[C@H](C[C@@H]1OC(C)=O)N1C(NC(C(=C1)F)=O)=O)C(F)(F)F ((2R,3S,5R)-3-acetoxy-5-(5-fluoro-2,4-dioxo-3,4-dihydro-pyrimidin-1(2H)-yl)-2-(trifluoromethyl)tetrahydrofuran-2-yl)methyl acetate